C(C1=CC=CC=C1)[C@@H](C=O)C(C1=CC=C(C=C1)N(C)C)C1=CC=C(C=C1)N(C)C (R)-2-benzyl-3,3-bis(4-(dimethylamino)phenyl)propanal